SCCC[NH3+] (3-mercaptopropyl)ammonium